OC=1C(OCC1O)=O 3,4-dihydroxy-2,5-dihydrofuran-2-one